1-(2-(4-Fluorophenyl)-3-isopropyl-2H-pyrazolo[4,3-c]pyridin-6-yl)-N,N-dimethylazetidine-3-sulfonamide FC1=CC=C(C=C1)N1N=C2C(C=NC(=C2)N2CC(C2)S(=O)(=O)N(C)C)=C1C(C)C